C(C)(C)(C)OC(=O)N1[C@H](CC2(CC(C2)(F)F)CC1)C1=CC=C(C=C1)C(C)(C)O |r| (RS)-2,2-difluoro-6-(4-(2-hydroxy-propan-2-yl)phenyl)-7-azaspiro[3.5]nonane-7-carboxylic acid tert-butyl ester